COC=1C=C(C=C(C1C=COC)OC)B1OC(C(O1)(C)C)(C)C 2-(3,5-dimethoxy-4-(2-methoxyvinyl)phenyl)-4,4,5,5-tetramethyl-1,3,2-dioxaborolan